CN1CC2(C1)CCC2 2-methyl-2-azaspiro[3.3]heptan